COC=1C(=CC=2C3=C(C=4C(OCC(C4)(C4=CC=CC=C4)C4=CC=CC=C4)C2C1)C(C=1C=CC=CC13)O)OC 6,7-dimethoxy-2,2-diphenyl-13-hydroxy-2H,13H-indeno[1',2':4,3]naphtho[1,2-b]pyran